FC=1C=C(C#N)C=C(C1)N1N=C(N=N1)C1=NC=C(C=C1)F 3-fluoro-5-[5-(5-fluoropyridin-2-yl)-2H-tetrazol-2-yl]benzonitrile